N-(5-(2-(3,3-dimethylazetidin-1-yl)acetamido)-2-methylpyridin-3-yl)-2-(4-(3-hydroxyoxetan-3-yl)phenyl)pyrazolo[5,1-b]thiazole-7-carboxamide CC1(CN(C1)CC(=O)NC=1C=C(C(=NC1)C)NC(=O)C=1C=NN2C1SC(=C2)C2=CC=C(C=C2)C2(COC2)O)C